ClC=1C=C(C=CC1)N1CCN(CC1)CC1=CC=C(C(=O)NO)C=C1 4-((4-(3-chlorophenyl)piperazin-1-yl)methyl)-N-hydroxybenzamide